ClC=1C=CC(=C(C1)/C=C/C(=O)O)N1N=NC=C1 (E)-3-(5-chloro-2-1,2,3-triazol-1-yl-phenyl)-acrylic acid